COC=1C(=CC2=C(C(=NO2)N)C1)NC1=CC(=NN1CC1=CC=C(C=C1)OC)C 5-methoxy-N6-{1-[(4-methoxyphenyl)methyl]-3-methyl-1H-pyrazol-5-yl}-1,2-benzoxazole-3,6-diamine